4-(2,6-dichlorobenzamido)-N-(1-(3-(2,6-dioxopiperidin-3-yl)benzyl)piperidin-4-yl)-1H-pyrazole-3-carboxamide ClC1=C(C(=O)NC=2C(=NNC2)C(=O)NC2CCN(CC2)CC2=CC(=CC=C2)C2C(NC(CC2)=O)=O)C(=CC=C1)Cl